C1OCC12CN(C2)C2=NN=C(S2)C=2C(=CC(=NC2)C2=CC=C1N2N=CC(=C1)C#N)NC(C)C 7-(5-(5-(2-oxa-6-azaspiro[3.3]hept-6-yl)-1,3,4-thiadiazol-2-yl)-4-(isopropylamino)pyridin-2-yl)pyrrolo[1,2-b]pyridazine-3-carbonitrile